COC(C(C(=O)O)(C)C)=O 2,2-DIMETHYL-MALONIC ACID MONOMETHYL ESTER